OC1=C(C=CC(=N1)C(=O)OC)C methyl 6-hydroxy-5-methylpyridinecarboxylate